OC=1C=C2CCC(C(C2=CC1)C1=CC=C(C=C1)N1CCC(CC1)N1CCN(CC1)CC1=CC=C(C=C1)N1C(NC(CC1)=O)=O)C1=CC=CC=C1 1-(4-((4-(1-(4-(6-hydroxy-2-phenyl-1,2,3,4-tetrahydronaphthalen-1-yl)phenyl)piperidin-4-yl)piperazin-1-yl)methyl)phenyl)dihydropyrimidine-2,4(1H,3H)-dione